Cl.FC(C1=C(CN)C(=CC=C1OC)F)F 2-difluoromethyl-6-fluoro-3-methoxy-benzylamine hydrochloride salt